N-methylglycyl-N-methylglycyl-N-methylglycyl-N-methylglycyl-N-methylglycyl-N-methylglycyl-N-(carboxylatomethyl)-N,N2-dimethylglycinamide CNCC(=O)N(CC(=O)N(CC(=O)N(CC(=O)N(CC(=O)N(CC(=O)N(CC(=O)N(C)CC(=O)[O-])C)C)C)C)C)C